(3S)-3-({N-[(4-methoxy-1H-indol-2-yl) carbonyl]-L-leucyl}amino)-2-oxo-4-[(3S)-2-oxopyrrolidin-3-yl]butyl 2-methylpyridine-3-carboxylate CC1=NC=CC=C1C(=O)OCC([C@H](C[C@H]1C(NCC1)=O)NC([C@@H](NC(=O)C=1NC2=CC=CC(=C2C1)OC)CC(C)C)=O)=O